(R)-2-(1,3-dimethyl-1H-indazol-7-yl)-2-(methyl((1S,3S)-3-(4-(5,6,7,8-tetrahydro-1,8-naphthyridin-2-yl)butoxy)cyclopentyl)-amino)acetic acid CN1N=C(C2=CC=CC(=C12)[C@H](C(=O)O)N([C@@H]1C[C@H](CC1)OCCCCC1=NC=2NCCCC2C=C1)C)C